8-azaguanosine [C@@H]1([C@H](O)[C@H](O)[C@@H](CO)O1)N1N=NC=2C(=O)NC(N)=NC12